19-hydroxynonadecyl docos-13-enoate C(CCCCCCCCCCCC=CCCCCCCCC)(=O)OCCCCCCCCCCCCCCCCCCCO